(1S,3S,4R)-3-fluoro-4-hydroxycyclopentane-1-carboxylic acid ethyl ester C(C)OC(=O)[C@@H]1C[C@@H]([C@@H](C1)O)F